C(#N)C1(CC1)NC(=O)[C@H]1N(C[C@@H](C1)S(=O)(=O)C1=C(C=C(C=C1)C1=C(C=CC=C1)C=O)C)C(=O)C1(CC1)C(F)(F)F (2S,4R)-N-(1-cyanocyclopropyl)-4-(2'-formyl-3-methylbiphenyl-4-ylsulfonyl)-1-(1-(trifluoromethyl)cyclopropanecarbonyl)pyrrolidine-2-carboxamide